(+-)-(3S,4S)-4-difluoromethyl-3-ethylpiperidine-3-carboxylic acid methyl ester hydrochloride Cl.COC(=O)[C@@]1(CNCC[C@@H]1C(F)F)CC |r|